FC1=NC(=C2N=CN(C2=N1)C1OCCCC1)NCC1=CC=C(C=C1)F 2-fluoro-6-[(4-fluorobenzyl)amino]-9-(tetrahydro-2H-pyran-2-yl)-9H-purine